4-((2-methoxyethyl) (methyl) amino)-3-methylbutyrate COCCN(CC(CC(=O)[O-])C)C